C(C)(C)(C)OC(=O)C1=C(NC=2C[C@H](CC(C2[C@@H]1C1=CC(=CC=C1)O)=O)C1=C(C=CC=C1)OC)C (4S,7R)-4-(3-hydroxyphenyl)-7-(2-methoxyphenyl)-2-methyl-5-oxo-1,4,5,6,7,8-hexahydroquinoline-3-carboxylic acid tert-butyl ester